4-(3-Amino-1,1,1-trifluoropropan-2-yl)benzonitrile Hydrochloride Cl.NCC(C(F)(F)F)C1=CC=C(C#N)C=C1